C(C)(C)[Si](C(C)C)(C(C)C)C#CC1=C2C=C3C=CC=CC3=CC2=C(C2=CC3=CC=CC=C3C=C12)C#C[Si](C(C)C)(C(C)C)C(C)C 6,13-bis(triisopropylsilylethynyl)Pentacene